[P].N1[C@@H](CCC1)C(=O)Cl Prolin chlorid phosphorus